5-(pyrazolo[1,5-a]pyridin-6-yl)-2,3-dihydro-1H-inden-4-amine N1=CC=C2N1C=C(C=C2)C2=C(C=1CCCC1C=C2)N